(Z)-2-((Z)-2-(dodecylsulfonyloxyimino)thiophen-3(2H)-ylidene)-2-o-tolylacetonitrile C(CCCCCCCCCCC)S(=O)(=O)O\N=C\1/SC=C/C1=C(/C#N)\C1=C(C=CC=C1)C